di-tert-butyl (4aS)-10-ethyl-13-fluoro-11-oxo-1,2,4,4a,5,6,11,12-octahydro-3H,10H-pyrazino[1',2':5,6][1,5]oxazocino[2,3-g]quinoxaline-3,9(14H)-dicarboxylate C(C)C1C(NC2=C(C3=C(C=C2N1C(=O)OC(C)(C)C)OCC[C@@H]1N(C3)CCN(C1)C(=O)OC(C)(C)C)F)=O